The molecule is a nucleotide-sugar oxoanion obtained by deprotonation of the diphosphate OH groups of UDP-N-acetyltunicamine-uracil. It has a role as a bacterial metabolite. It is a conjugate base of an UDP-N-acetyltunicamine-uracil. CC(=O)N[C@@H]1[C@H]([C@H]([C@H](O[C@@H]1OP(=O)([O-])OP(=O)([O-])OC[C@@H]2[C@H]([C@H]([C@@H](O2)N3C=CC(=O)NC3=O)O)O)CC([C@@H]4[C@H]([C@H]([C@@H](O4)N5C=CC(=O)NC5=O)O)O)O)O)O